CC1(CCC(C2=C1SC=C2)=O)C 7,7-dimethyl-6,7-dihydrobenzo[b]thiophen-4(5H)-one